NCC(C(=O)O)C1=C(C=CC=C1)[N+](=O)[O-] 3-amino-(2-nitrophenyl)propionic acid